2-(2-Cyclobutyl-1,3-thiazol-5-yl)-5-({[1-(2-fluoro-4-methylphenyl)cyclopropyl]carbonyl}amino)benzoic acid C1(CCC1)C=1SC(=CN1)C1=C(C(=O)O)C=C(C=C1)NC(=O)C1(CC1)C1=C(C=C(C=C1)C)F